COC1=CC=CN2C=CC(=C12)CCN(C)C 2-(8-methoxyindolizin-1-yl)-N,N-dimethylethan-1-amine